BrC=1C=NN2C1CN(CC2)C(=O)OCCCC butyl 3-bromo-6,7-dihydro-4H-pyrazolo[1,5-a]pyrazine-5-carboxylate